2-(1-(2-Fluoroethyl)piperidin-4-yl)-5-((2R,5S)-5-methylpiperidin-2-yl)benzo[d]thiazole FCCN1CCC(CC1)C=1SC2=C(N1)C=C(C=C2)[C@@H]2NC[C@H](CC2)C